1,4-bis(1-phenylethenyl)benzene C1(=CC=CC=C1)C(=C)C1=CC=C(C=C1)C(=C)C1=CC=CC=C1